C(C)OC(=O)C1CN(C=2N(C1)N=CC2Br)C(=O)OC(C)(C)C 3-bromo-6,7-dihydropyrazolo[1,5-a]pyrimidine-4,6(5H)-dicarboxylic acid 4-(tert-butyl) ester 6-ethyl ester